ClC1=CC=C2[C@@]3(C(NC2=C1)=O)C1(N([C@H]([C@@H]3C3=C(C(=NC=C3)Cl)F)C(=O)NC3CCC(CC3)C=O)C)CCC(CC1)(C)C (3'R,4'S,5'R)-6''-chloro-4'-(2-chloro-3-fluoropyridin-4-yl)-N-((1r,4R)-4-formylcyclohexyl)-1',4,4-trimethyl-2''-oxodispiro[cyclohexane-1,2'-pyrrolidine-3',3''-indoline]-5'-carboxamide